NC1=NC=CC=C1C1=NC=2C(=NC(=CC2)N2N=CC=C2)N1C=1C=C2CC[C@@H](C2=CC1)NC(C1=C(C=C(C(=C1)C1OCCO1)OCC1=CC=CC=C1)C=C)=O N-[(1S)-5-[2-(2-aminopyridin-3-yl)-5-(pyrazol-1-yl)imidazo[4,5-b]pyridin-3-yl]-2,3-dihydro-1H-inden-1-yl]-4-(benzyloxy)-5-(1,3-dioxolan-2-yl)-2-ethenylbenzamide